N-(4-(2-(((1r,4r)-4-aminocyclohexyl)amino)-8-hydroxyquinazolin-6-yl)-3-methyl-phenyl)-2-chloro-N-methylbenzene-sulfonamide NC1CCC(CC1)NC1=NC2=C(C=C(C=C2C=N1)C1=C(C=C(C=C1)N(S(=O)(=O)C1=C(C=CC=C1)Cl)C)C)O